C1(CC1)C1=NSC(=N1)C1=NN=C2N1CCN(C2CCO)CC2=C(C=C(C=C2)OC)OC 2-(3-(3-cyclopropyl-1,2,4-thiadiazol-5-yl)-7-(2,4-dimethoxybenzyl)-5,6,7,8-tetrahydro-[1,2,4]triazolo[4,3-a]pyrazin-8-yl)ethan-1-ol